(3R)-N-{5-[5-fluoro-2-(trifluoromethyl)phenyl]-1H-indazol-3-yl}piperidine-3-carboxamide hydrochloride Cl.FC=1C=CC(=C(C1)C=1C=C2C(=NNC2=CC1)NC(=O)[C@H]1CNCCC1)C(F)(F)F